methylcyclopentylhexyl-benzene CC1=C(C=CC=C1)CCCCCCC1CCCC1